5-Chloroquinolin-8-yl (4-(methylamino)phenyl) sulfate S(=O)(=O)(OC=1C=CC(=C2C=CC=NC12)Cl)OC1=CC=C(C=C1)NC